ClC=1C=C(C=C(C1)Cl)C1=NC(=CC(=C1)CO)OC=1C=NC(=NC1)SC (2-(3,5-dichlorophenyl)-6-((2-(methylthio)pyrimidin-5-yl)oxy)pyridin-4-yl)methanol